N=1C=CN2N=C(C=CC21)C=2C=CN1N=C(N=CC12)N[C@@H]1CC[C@H](CC1)OCCOC 5-(imidazo[1,2-b]pyridazin-6-yl)-N-(trans-4-(2-methoxyethoxy)cyclohexyl)pyrrolo[2,1-f][1,2,4]triazin-2-amine